dimethoxytrityl-1,3-propanediol COC(C(O)(C(C1=CC=CC=C1)(C1=CC=CC=C1)C1=CC=CC=C1)OC)CO